C1(=CC=CC=C1)C=CC(=O)N(C1CSCC1)C1=NC=CC=C1 3-phenyl-N-(2-pyridyl)-N-tetrahydrothiophen-3-ylprop-2-enamide